C(#N)C=1C=NN2C1C(=CC(=C2)C=2C=NN(C2C)[C@@H]2CN(CC2)C(=O)OC(C)(C)C)O tert-Butyl (3S)-3-(4-[3-cyano-4-hydroxypyrazolo[1,5-a]pyridin-6-yl]-5-methylpyrazol-1-yl)pyrrolidine-1-carboxylate